(E)-2-(2-((tert-butoxycarbonyl)amino)-4-(methoxycarbonyl)-5-phenylpent-4-en-1-yl)-1H-indole-1-carboxylic acid tert-butyl ester C(C)(C)(C)OC(=O)N1C(=CC2=CC=CC=C12)CC(C/C(=C\C1=CC=CC=C1)/C(=O)OC)NC(=O)OC(C)(C)C